O1CCC(CC1)NC1=CC2=C(C=N1)C=C(N2)C2=CC=C(C=C2)C N-(tetrahydro-2H-pyran-4-yl)-2-p-tolyl-1H-pyrrolo[3,2-c]pyridin-6-amine